4-(5-cyano-2-methoxyphenyl)-N-(5-(4-(N-(2-hydroxyethyl)methylsulfonamido)phenyl)thiazolo[5,4-b]pyridin-2-yl)-6-methylnicotinamide C(#N)C=1C=CC(=C(C1)C1=CC(=NC=C1C(=O)NC=1SC2=NC(=CC=C2N1)C1=CC=C(C=C1)N(S(=O)(=O)C)CCO)C)OC